BrC1=CC=CC2=C(N(N=C12)C)NC(OCC1=CC=CC=C1)=O Benzyl (7-bromo-2-methyl-2H-indazol-3-yl)carbamate